N-(2-(2-oxa-5-azabicyclo[2.2.2]oct-5-yl)pyrimidin-4-yl)-3-(2-fluoro-4-methoxyphenyl)isoxazol-5-amine C12OCC(N(C1)C1=NC=CC(=N1)NC1=CC(=NO1)C1=C(C=C(C=C1)OC)F)CC2